BrC=1C(=C(OC2CCC(CC2)C[C@@H](CCN2CCN(CC2)C2=CC=C3C(=NN(C3=C2)C)C2C(NC(CC2)=O)=O)C)C=CC1)C 3-(6-(4-((S)-4-((1r,4s)-4-(3-bromo-2-methylphenoxy)cyclohexyl)-3-methylbutyl)piperazin-1-yl)-1-methyl-1H-indazol-3-yl)piperidine-2,6-dione